[N+](=O)([O-])C=1C=CC2=C(NC=N2)C1 6-nitro-1H-benzo[d]Imidazole